tert-butyl (2-{5-(benzyloxy)-2-[(2E)-3-(5-bromo-2-methylphenyl)prop-2-enoyl]-4-methoxyphenyl}ethyl)carbamate C(C1=CC=CC=C1)OC=1C(=CC(=C(C1)CCNC(OC(C)(C)C)=O)C(\C=C\C1=C(C=CC(=C1)Br)C)=O)OC